O[C@@H]1CCCN(C1)C(=O)O (2S,5R)-trans-5-hydroxy-piperidinecarboxylic acid